C(C)(C)(C)OC(=O)C1=CC=C(C=C1)N1C2=C(OCC1)C=C(S2)C(=O)OCC ethyl 4-(4-(tert-butoxycarbonyl) phenyl)-3,4-dihydro-2H-thieno[3,2-b][1,4]oxazine-6-carboxylate